ClC=1C(=NC=CC1SC=1N=C(C(=NC1C)N1CCC2([C@@H]([C@@H](OC2)C)NC(OC(C)(C)C)=O)CC1)CO)NC1CCOCC1 tert-butyl ((3S,4S)-8-(5-((3-chloro-2-((tetrahydro-2H-pyran-4-yl)amino)pyridin-4-yl)thio)-3-(hydroxymethyl)-6-methylpyrazin-2-yl)-3-methyl-2-oxa-8-azaspiro[4.5]decan-4-yl)carbamate